5-[[3-(2,2-difluoropropoxy)-5-fluoro-2-pyridyl]oxy]-3-methyl-N-(4-methyl-1,1-dioxo-thian-4-yl)imidazo[4,5-b]pyridine-2-carboxamide FC(COC=1C(=NC=C(C1)F)OC1=CC=C2C(=N1)N(C(=N2)C(=O)NC2(CCS(CC2)(=O)=O)C)C)(C)F